C(CCCCCCC(=O)OCC(CCCC=C)CCCC=C)(=O)OCC(COC(CCCN1CCCC1)=O)COC(CCCCCCC(OCC(CCCC=C)CCCC=C)=O)=O 1-(2-{[(8-oxo-8-{[2-(pent-4-en-1-yl)hept-6-en-1-yl]oxy}octanoyl)oxy]methyl}-3-{[4-(pyrrolidin-1-yl)butanoyl]oxy}propyl) 8-[2-(pent-4-en-1-yl)hept-6-en-1-yl] octanedioate